N-(2-((4-(2-(((1-Ethyl-1H-imidazol-5-yl)methyl)((1-methyl-1H-indazol-6-yl)methyl)amino)ethyl)phenyl)carbamoyl)-4,5-dimethoxyphenyl)quinoxaline-2-carboxamide C(C)N1C=NC=C1CN(CCC1=CC=C(C=C1)NC(=O)C1=C(C=C(C(=C1)OC)OC)NC(=O)C1=NC2=CC=CC=C2N=C1)CC1=CC=C2C=NN(C2=C1)C